N-(3-Cyano-4-fluorophenyl)-4-(5-hydroxy-5-(3-(2-hydroxypropan-2-yl)-1-methyl-1H-pyrazol-5-yl)octahydropentalen-2-yl)-1-methyl-1H-imidazole-5-carboxamide C(#N)C=1C=C(C=CC1F)NC(=O)C1=C(N=CN1C)C1CC2CC(CC2C1)(C1=CC(=NN1C)C(C)(C)O)O